OC(C)(C)C1=CC=C(C=C1)C1CN(CCC1)C1=NC2=CC(=NC=C2C=C1)CNC(C1=CC(=C(C=C1)C)S(=O)(=O)C)=O N-((2-(3-(4-(2-hydroxypropan-2-yl)phenyl)piperidin-1-yl)-1,6-naphthyridin-7-yl)methyl)-4-methyl-3-(methylsulfonyl)benzamide